COC1=C(OC(C(=O)O)(C)C)C=CC(=C1)CN1C(N(CC1)C1=CC=C(C=C1)C(F)(F)F)=O 2-(2-Methoxy-4-((2-oxo-3-(4-(trifluoromethyl)phenyl)imidazolin-1-yl)methyl)phenoxy)-2-methylpropanoic acid